3,3-difluoro-N-[[(2R,5S)-3-oxo-2-(4-phenoxyphenyl)-1,4-thiazepan-5-yl]methyl]cyclobutanecarboxamide FC1(CC(C1)C(=O)NC[C@H]1NC([C@H](SCC1)C1=CC=C(C=C1)OC1=CC=CC=C1)=O)F